2-[(5E)-5-[[4-[(E)-3-(4-Methylphenyl)-3-oxoprop-1-enyl]phenyl]methylidene]-4-oxo-2-sulfanylidene-1,3-thiazolidin-3-yl]acetic acid CC1=CC=C(C=C1)C(/C=C/C1=CC=C(C=C1)\C=C\1/C(N(C(S1)=S)CC(=O)O)=O)=O